1-(4-chlorophenyl)-2,3,4,9-tetrahydro-1H-pyrido[3,4-b]indole ClC1=CC=C(C=C1)C1NCCC2=C1NC1=CC=CC=C21